6-(3,5-dimethylpyrazol-1-yl)-2-[1-(4-fluoro-2-methylphenyl)sulfonylpiperidin-4-yl]pyridazin-3-one CC1=NN(C(=C1)C)C=1C=CC(N(N1)C1CCN(CC1)S(=O)(=O)C1=C(C=C(C=C1)F)C)=O